CC1(CC(CCC1)C=O)C 3,3-dimethylcyclohexane-1-carbaldehyde